gamma-methacryloxyheptyl-trimethoxysilane C(C(=C)C)(=O)OC(CC[Si](OC)(OC)OC)CCCC